6-tosyl-2-thia-6-azaspiro[3.3]heptane S(=O)(=O)(C1=CC=C(C)C=C1)N1CC2(CSC2)C1